4-[4-fluoro-6-(5-methyl-2-thiazol-4-yl-7,8-dihydro-5H-pyrido[4,3-d]pyrimidin-6-yl)-2-pyridinyl]morpholine FC1=CC(=NC(=C1)N1C(C2=C(N=C(N=C2)C=2N=CSC2)CC1)C)N1CCOCC1